1,3,5-tris(3',5'-di-tert-butyl-4'-Hydroxybenzyl)isocyanuric acid C(C)(C)(C)C=1C=C(CN2C(=O)N(C(=O)N(C2=O)CC2=CC(=C(C(=C2)C(C)(C)C)O)C(C)(C)C)CC2=CC(=C(C(=C2)C(C)(C)C)O)C(C)(C)C)C=C(C1O)C(C)(C)C